N-[(1s,4s)-4-{[2-(trifluoromethyl)imidazo[1,2-a]pyridin-5-yl]amino}cyclohexyl]-[1,2,4]triazolo[1,5-a]pyridine-6-carboxamide FC(C=1N=C2N(C(=CC=C2)NC2CCC(CC2)NC(=O)C=2C=CC=3N(C2)N=CN3)C1)(F)F